FC1=CC=CC=2N(C(=NC21)C=2C(=NON2)N)CC2=NC=NC=C2 4-(4-fluoro-1-(pyrimidin-4-ylmethyl)-benzoimidazol-2-yl)-1,2,5-oxadiazol-3-amine